C(C)(=O)N1CCC[C@@H](C1)O (2S,5S)-1-acetyl-5-hydroxy-piperidine